3-(cyclohexanecarbonyl)-1-methyl-N-(1-methylcyclopropyl)-2-oxo-benzimidazole-5-sulfonamide C1(CCCCC1)C(=O)N1C(N(C2=C1C=C(C=C2)S(=O)(=O)NC2(CC2)C)C)=O